1-(3,5-dichlorophenyl)-N-methylmethanamine ClC=1C=C(C=C(C1)Cl)CNC